1-(1-(4-((3-(4-(difluoromethoxy)phenyl)imidazo[1,2-a]pyrazin-8-yl)amino)-2-methylbenzoyl)piperidin-4-yl)imidazolidin-2-one FC(OC1=CC=C(C=C1)C1=CN=C2N1C=CN=C2NC2=CC(=C(C(=O)N1CCC(CC1)N1C(NCC1)=O)C=C2)C)F